[N+](=O)([O-])C1=C(C=CC(=C1)[N+](=O)[O-])NN=CC=C acrolein 2,4-dinitrophenylhydrazone